3-(Tridecyloxy)-2,2-bis((tridecyloxy)methyl)propyl 4-(4-methylpiperazin-1-yl)butanoate CN1CCN(CC1)CCCC(=O)OCC(COCCCCCCCCCCCCC)(COCCCCCCCCCCCCC)COCCCCCCCCCCCCC